2'-fluoro-N-(3-((4-fluorophenyl)sulfonamido)-4-hydroxyphenyl)-4'-(trifluoromethyl)-[1,1'-biphenyl]-4-carboxamide FC1=C(C=CC(=C1)C(F)(F)F)C1=CC=C(C=C1)C(=O)NC1=CC(=C(C=C1)O)NS(=O)(=O)C1=CC=C(C=C1)F